BrC=1C=C(C=C(C1)NS(=O)(=O)C)NC(=O)C=1C=NN(C1)C1=C(C=CC=C1)CO N-(3-bromo-5-methanesulfonamidophenyl)-1-[2-(hydroxymethyl)phenyl]-1H-pyrazole-4-carboxamide